C(CCC)OC(C(F)OCCCC)F 1,2-dibutoxy-1,2-difluoroethane